N-[[6-[2-(1-methyl-4-piperidyl)acetyl]-6-azaspiro[2.5]octan-2-yl]methyl]furo[2,3-c]pyridine-2-carboxamide CN1CCC(CC1)CC(=O)N1CCC2(C(C2)CNC(=O)C2=CC=3C(=CN=CC3)O2)CC1